FC1=C(C=CC=C1)NC=1C=NC=2CC(N(C(C2C1)([2H])[2H])C1=NC=C(C#N)C=C1C)([2H])[2H] 6-(3-((2-fluorophenyl)amino)-7,8-dihydro-1,6-naphthyridin-6(5H)-yl-5,5,7,7-d4)-5-methylnicotinonitrile